ethyl (3-methyl-4-(methylthio)phenyl) isopropylphosphoramidate C(C)(C)NP(OCC)(OC1=CC(=C(C=C1)SC)C)=O